ClCC1=CC(=NC=C1F)NC(OC(C)(C)C)=O tert-butyl (4-(chloromethyl)-5-fluoropyridin-2-yl)carbamate